1-methyl-4-((2-(p-tolyl)allyl)sulfonyl)benzene CC1=CC=C(C=C1)S(=O)(=O)CC(=C)C1=CC=C(C=C1)C